1-ethyl-9,10-bis(isobutoxycarbonyl)anthracene tert-butyl-3-(((benzyloxy)carbonyl)amino)-5-(3-oxocyclopentyl)-1H-pyrazole-1-carboxylate C(C)(C)(C)OC(=O)N1N=C(C=C1C1CC(CC1)=O)NC(=O)OCC1=CC=CC=C1.C(C)C1=CC=CC2=C(C3=CC=CC=C3C(=C12)C(=O)OCC(C)C)C(=O)OCC(C)C